4-(4-(2,5-diazabicyclo[2.2.2]octan-2-yl)-6-chloro-2-(3-(dimethylamino)propoxy)-8-fluoroquinazolin-7-yl)-7-fluorobenzo[d]thiazol-2-amine C12N(CC(NC1)CC2)C2=NC(=NC1=C(C(=C(C=C21)Cl)C2=CC=C(C1=C2N=C(S1)N)F)F)OCCCN(C)C